N1=CC=CC2=CC=CC(=C12)C1=NN=C(O1)C1=NN2C(=NC=3C=CC=CC3C2=C1)N 2-(5-(quinolin-8-yl)-1,3,4-oxadiazol-2-yl)pyrazolo[1,5-c]quinazolin-5-amine